6-(4-Chlorophenyl)-2-(1,3-dimethyl-1H-pyrazol-4-yl)-N-(2-hydroxy-2-methylpropyl)pyrimidin ClC1=CC=C(C=C1)C1=CC=NC(N1CC(C)(C)O)C=1C(=NN(C1)C)C